N1N=CC2=C(C=CC=C12)C=1N=C(C2=C(N1)C=C(S2)CNCC2CCN(CC2)C2=NC=C(C=N2)C(=O)NO)N2CCOCC2 2-(4-(((2-(1H-indazol-4-yl)-4-morpholinothieno[3,2-d]pyrimidin-6-yl)methylamino)methyl)piperidin-1-yl)-N-hydroxypyrimidine-5-carboxamide